(S)-2-amino-6-(2,5-dioxo-2,5-dihydro-1H-pyrrol-1-yl)hexanoic acid hydrochloride Cl.N[C@H](C(=O)O)CCCCN1C(C=CC1=O)=O